5-(((2-(4-(1,2-bis(4-hydroxyphenyl)but-1-en-1-yl)phenoxy)ethyl)(methyl)amino)methyl)-6-bromo-2-(2,6-dioxopiperidin-3-yl)isoindoline-1,3-dione OC1=CC=C(C=C1)C(=C(CC)C1=CC=C(C=C1)O)C1=CC=C(OCCN(C)CC=2C=C3C(N(C(C3=CC2Br)=O)C2C(NC(CC2)=O)=O)=O)C=C1